N1=CN=CC2=C1NC1=CC(=CC=C21)C(=O)O 9H-pyrimido[4,5-b]Indole-7-carboxylic acid